C(C)C1(CCCC1)OC(=O)COC(=O)C1C2C=CC(C1)C2 5-(1-ethylcyclopentyloxycarbonyl-methyloxycarbonyl)-bicyclo[2.2.1]Hept-2-ene